C(C)N(C(=O)OCCN1C[C@@H](NCC1)C)NCC(F)(F)F (S)-2-(3-methylpiperazin-1-yl)ethan-1-ol ethyl-N-(2,2,2-trifluoroethylamino)carbamate